hexyldecyl-neodecane C(CCCCC)C(CCCCCC(C)(C)C)CCCCCCCCCC